C1OCC12[C@H](CC2)N2N=C(C=C2)C=2C(=C(C=CC2)NC2=NC(=NC=C2C(=O)N)NC2=CC=C(C=C2)C(=O)N2CCOCC2)OC (S)-4-((3-(1-(2-oxaspiro[3.3]heptan-5-yl)-1H-pyrazol-3-yl)-2-methoxyphenyl)amino)-2-((4-(morpholine-4-carbonyl)phenyl)amino)pyrimidine-5-carboxamide